(S)-1-(3-(4-Cyanophenyl)-1-(5-fluoroindolin-1-yl)-1-oxopropan-2-yl)-3-(4-fluorophenyl)urea C(#N)C1=CC=C(C=C1)C[C@@H](C(=O)N1CCC2=CC(=CC=C12)F)NC(=O)NC1=CC=C(C=C1)F